(3,5-di-tert-butyl-4-hydroxyphenyl)propanoic acid isostearyl ester C(CCCCCCCCCCCCCCC(C)C)OC(C(C)C1=CC(=C(C(=C1)C(C)(C)C)O)C(C)(C)C)=O